(S)-3-(4-amino-3-iodo-1H-pyrazolo[3,4-d]pyrimidin-1-yl)tetrahydropyrrole NC1=C2C(=NC=N1)N(N=C2I)[C@@H]2CNCC2